2-(1H-pyrazol-4-yl)thiazole-4-carboxamide succinate C(CCC(=O)O)(=O)O.N1N=CC(=C1)C=1SC=C(N1)C(=O)N